P(=O)(O)([O-])[O-].[Al+3].[Al+3].P(=O)(O)([O-])[O-].P(=O)(O)([O-])[O-] dialuminum hydrogen phosphate